tetraphenylethane C1=CC=C(C=C1)CC(C2=CC=CC=C2)(C3=CC=CC=C3)C4=CC=CC=C4